3-[5-[4-[[1-[4-[(1R,2S)-6-hydroxy-2-phenyl-tetralin-1-yl]phenyl]-4-piperidyl]methyl]piperazin-1-yl]-1-oxo-isoindolin-2-yl]piperidine-2,6-dione OC=1C=C2CC[C@@H]([C@@H](C2=CC1)C1=CC=C(C=C1)N1CCC(CC1)CN1CCN(CC1)C=1C=C2CN(C(C2=CC1)=O)C1C(NC(CC1)=O)=O)C1=CC=CC=C1